CC1=CC=C(C=C1)S(=O)(=O)[O-].[Na+] Sodium toluenesulphonate